ClC=1C=C(C(=C(C1)C1=NC=NN2C1=CC(=C2)CN2C(NC=CC2=O)=O)C[C@@H]2CNCCO2)C (R)-3-((4-(5-chloro-3-methyl-2-(morpholin-2-ylmethyl)phenyl)pyrrolo[2,1-f][1,2,4]triazin-6-yl)methyl)pyrimidine-2,4(1H,3H)-dione